(1-(2-methoxy-5-(3-(pyrazine-4-yl)-1H-7-azaindazol-5-yl)pyridine-3-yl)propyl)-9H-purine-6-amine COC1=NC=C(C=C1C(CC)C1=NC(=C2N=CNC2=N1)N)C=1C=C2C(=NNC2=NC1)N1CC=NC=C1